ClC1=CC=C(C2=C1N(C(=N2)N)C)C=2COCC2 7-chloro-4-(2,5-dihydrofuran-3-yl)-1-methyl-benzoimidazol-2-amine